BrC1=CC(=C(C=C1)CNC(OC(C)(C)C)=O)F tert-butyl N-[(4-bromo-2-fluoro-phenyl)methyl]carbamate